CC=1C(=NC=C(C(=O)NC2=CC(=CC=C2)[C@H](C)NC2=CN=C3C(=N2)N(N=C3)C)C1)C(=C)C (S)-5-methyl-N-(3-(1-((1-methyl-1H-pyrazolo[3,4-b]pyrazin-6-yl)amino)ethyl)phenyl)-6-(prop-1-en-2-yl)nicotinamide